CN1N=C(C=C1S(=O)(=O)N1CCC2(CC[C@@H](C2)N2CCOCC2)CC1)C (S)-4-(8-((1,3-dimethyl-1H-pyrazol-5-yl)sulfonyl)-8-azaspiro[4.5]decan-2-yl)morpholine